2,3-difluoro-5-methoxy-phenylboronic acid FC1=C(C=C(C=C1F)OC)B(O)O